C(C1=CC=CC=C1)OC(=O)N1CC2=C(NC=3N=CN=C(C32)O)CC1 4-hydroxy-5,7,8,9-tetrahydro-6H-pyrido[3',4':4,5]pyrrolo[2,3-d]pyrimidine-6-carboxylic acid benzyl ester